C1(=CC=CC=C1)C1CC(C1)N 3-phenyl-cyclobutan-1-amine